C(#N)C=1C=CC(=C(C1)C1=C(C=NC(=C1)C)C(=O)[O-])OC 4-(5-cyano-2-methoxyphenyl)-6-methylpyridine-3-carboxylate